1H-PYRROLE-1-ACETIC ACID N1(C=CC=C1)CC(=O)O